3-(1,2,4-triazole-1-yl)-1-(2-chlorophenyl)-2-propanol N1(N=CN=C1)CC(CC1=C(C=CC=C1)Cl)O